C(CCCCCCCCCCCCCCCCCC=CCCCCCCCC)(=O)O 19-Octacosenoic acid